Tetradec-6-enoic acid C(CCCCC=CCCCCCCC)(=O)O